1-Bromo-2-(bromomethyl)-5-chloro-3-nitrobenzene BrC1=C(C(=CC(=C1)Cl)[N+](=O)[O-])CBr